C(C)C1=NC=C(N=C1C)CC 2,5-diethyl-3-methyl-pyrazine